Cl.C(C)S(=O)(=O)C=1C=C2CCNC(C2=CC1)C(=O)NC1=CC=C(C=C1)C(C(F)(F)F)(C(F)(F)F)F 6-(Ethylsulfonyl)-N-(4-(perfluoropropan-2-yl)phenyl)-1,2,3,4-tetrahydroisoquinoline-1-carboxamide hydrochloride